8-Amino-N-(2-amino-3-fluoro-4-((4-(trifluoromethyl)benzyl)amino)phenyl)octanamid NCCCCCCCC(=O)NC1=C(C(=C(C=C1)NCC1=CC=C(C=C1)C(F)(F)F)F)N